1,4-Dimercaptobenzol SC1=CC=C(C=C1)S